(+/-)-N-((cis)-3-((6-chloro-5-cyano-3-fluoropyridin-2-yl)amino)cyclohexyl)-1-methyl-1H-imidazole-4-carboxamide ClC1=C(C=C(C(=N1)N[C@H]1C[C@H](CCC1)NC(=O)C=1N=CN(C1)C)F)C#N |r|